CC1=C(N=C2N1C=C(C(=C2)OC2CC2)C(=O)OC[C@@H](CCC2=CC=CC=C2)N)C (R)-2-amino-4-phenyl-butanol methyl-7-cyclopropoxy-2-methylimidazo[1,2-a]pyridine-6-carboxylate